Cl.ClC1=CC=C(C=C1)C=1OC2=C(N1)CNC2 2-(4-Chlorophenyl)-5,6-dihydro-4H-pyrrolo[3,4-d]oxazole hydrochloride